(1R,5S)-tert-butyl 3-(3-(3-bromo-2-methylphenoxy)propyl)-3,8-diazabicyclo[3.2.1]octane-8-carboxylate BrC=1C(=C(OCCCN2C[C@H]3CC[C@@H](C2)N3C(=O)OC(C)(C)C)C=CC1)C